C1(CCCC1)N1C(C(=CC2=C1N=C(N=C2)NC2CCN(CC2)S(=O)(=O)C(C)C)CCO)=O 8-cyclopentyl-6-(2-hydroxyethyl)-2-{[1-(propan-2-ylsulfonyl)piperidin-4-yl]amino}pyrido[2,3-d]pyrimidin-7(8H)-one